FC1=C(C(=CC=C1)C)C1=CC=C2C=C(N=CC2=C1)N 7-(2-fluoro-6-methyl-phenyl)isoquinolin-3-amine